[4-[1-[3-amino-6-(2-hydroxyphenyl)pyridazin-4-yl]azetidin-3-yl]oxy-2-chloro-phenyl]-piperazin-1-yl-methanone NC=1N=NC(=CC1N1CC(C1)OC1=CC(=C(C=C1)C(=O)N1CCNCC1)Cl)C1=C(C=CC=C1)O